rel-3-(5-(difluoromethyl)-1,3,4-thiadiazol-2-yl)-8-((2R,5R)-5-ethyl-2-(hydroxymethyl)morpholino)-N-(1-methylcyclopropyl)imidazo[1,2-a]pyridine-6-sulfonamide FC(C1=NN=C(S1)C1=CN=C2N1C=C(C=C2N2C[C@@H](OC[C@H]2CC)CO)S(=O)(=O)NC2(CC2)C)F |o1:18,21|